N1(CCC1)C[C@H]([C@H](O)C1=CC(=C(C=C1)OC1CC1)Cl)NC(=O)[C@H]1CN(CC1)C1=CC2=CC=C(C=C2C=C1)F (R)-N-((1R,2R)-3-(azetidin-1-yl)-1-(3-chloro-4-cyclopropoxyphenyl)-1-hydroxypropan-2-yl)-1-(6-fluoronaphthalen-2-yl)pyrrolidine-3-carboxamide